C1(CCC(CC1)=O)=O 1,4-cyclohexanedion